C1(=CC=CC=C1)[C@H]1CN(CC12CCC2)C(=O)C=2NN=NC2 (R)-8-Phenyl-6-(3H-1,2,3-triazole-4-carbonyl)-6-azaspiro[3.4]octane